1-((2-chloropyrimidin-5-yl)methyl)indoline ClC1=NC=C(C=N1)CN1CCC2=CC=CC=C12